(4-(6-((4-cyano-2-fluorobenzyl)oxy)-4-(phenylethynyl)pyridin-2-yl)-2-fluorobenzyl)-1-(2-methoxyethyl)-1H-benzo[d]imidazole-6-carboxylic acid C(#N)C1=CC(=C(COC2=CC(=CC(=N2)C2=CC(=C(CC3=NC4=C(N3CCOC)C=C(C=C4)C(=O)O)C=C2)F)C#CC2=CC=CC=C2)C=C1)F